C(C=CC1=CC=CC=C1)(=O)OCCS(=O)(=O)CCN(C)C=1C2=C(N=C(N1)OCC13CCCN3CCC1)CN(CC2)C2=CC=CC1=CC=CC(=C21)Cl 2-((2-((7-(8-chloronaphthalen-1-yl)-2-((hexahydro-1H-pyrrolizin-7a-yl)methoxy)-5,6,7,8-tetrahydropyrido[3,4-d]pyrimidin-4-yl)(methyl)amino)ethyl)sulfonyl)ethyl cinnamate